3-butyl-7-formyl-2-methyl-1,1-dioxido-5-phenyl-2,3,4,5-tetrahydrobenzo[f][1,2,5]thiadiazepin-8-yl trifluoromethanesulfonate FC(S(=O)(=O)OC1=CC2=C(N(CC(N(S2(=O)=O)C)CCCC)C2=CC=CC=C2)C=C1C=O)(F)F